C1(CC1)CC#CC1=CC(=CN(C1=O)C)OC1=C(N=NN1)C(=O)OCC ethyl 5-((5-(3-cyclopropylprop-1-ynyl)-1-methyl-6-oxo-1,6-dihydropyridin-3-yl)oxy)-1H-1,2,3-triazole-4-carboxylate